C(C1=CC=CC=C1)OC(=O)N[C@H](C(=O)O)CNC1=CC=CC=C1 (S)-2-(((benzyloxy)carbonyl)amino)-3-(phenylamino)propanoic acid